FC=1C=CC(=C(C1)O)C(N1CCOCC1)C1=NC=CC=C1F 5-fluoro-2-((3-fluoropyridin-2-yl)(morpholino)methyl)phenol